Cl.Cl.C1NCC12CC(C2)N(C=2SC1=C(N=NC(=C1)C1=C(C=C(C=C1)C=1C=NNC1)O)N2)C 2-{6-[(2-azaspiro[3.3]hept-6-yl)(methyl)amino][1,3]thiazolo[4,5-c]pyridazin-3-yl}-5-(1H-pyrazol-4-yl)phenol dihydrochloride